(4-((R)-2-amino-3-(2H-tetrazol-2-yl)propoxy)-2-fluorophenyl)((R)-3-(4-fluorophenyl)pyrrolidin-1-yl)methanone, Hydrochloride Cl.N[C@@H](COC1=CC(=C(C=C1)C(=O)N1C[C@H](CC1)C1=CC=C(C=C1)F)F)CN1N=CN=N1